C(C)(C)OC1=CC=C2C(=C1)C(N(C(C21CCNCC1)=O)CCN1C(CCCC1)=O)C1CCC(CC1)C(C)C 7-isopropoxy-1-((1s,4s)-4-isopropylcyclohexyl)-2-(2-(2-oxopiperidin-1-yl)ethyl)-1,2-dihydro-3H-spiro[isoquinoline-4,4-piperidin]-3-one